[Br-].C(C)OC(=O)C[P+](C1=CC=CC=C1)(C1=CC=CC=C1)C1=CC=CC=C1 ethoxycarbonylmethyl-(triphenyl)phosphonium bromide